3-bromoacetophenone CC(=O)C1=CC(=CC=C1)Br